FC(OC1=NC=CC(=C1)CNC(=O)NCC1(CCC1)C(F)F)F 1-[[2-(difluoro-methoxy)pyridin-4-yl]methyl]-3-[[1-(difluoro-methyl)cyclobutyl]methyl]urea